N-(2-fluoroethyl)-2-((3-iodo-1H-indazol-6-yl)sulfanyl)benzamide FCCNC(C1=C(C=CC=C1)SC1=CC=C2C(=NNC2=C1)I)=O